ClC=1C=C2C(=CC(=NC2=CC1)C(F)(F)F)NCC1(CC(C1)=O)C1=NC=C(C=C1)F 3-(((6-Chloro-2-(trifluoromethyl)quinolin-4-yl)amino)methyl)-3-(5-fluoropyridin-2-yl)cyclobutan-1-one